benzenesulfinic acid diphenylamine salt C1(=CC=CC=C1)NC1=CC=CC=C1.C1(=CC=CC=C1)S(=O)O